4-chloro-7-((5-(4-cyclopropyl-4-hydroxypiperidin-1-yl)pyridin-2-yl)amino)-1-oxoisoindoline-2-carboxylic acid tert-butyl ester C(C)(C)(C)OC(=O)N1C(C2=C(C=CC(=C2C1)Cl)NC1=NC=C(C=C1)N1CCC(CC1)(O)C1CC1)=O